triethylaluminum tetrakis(pentafluorophenyl)borate methoxymethyl-4-((2,4-dihydroxy-3,6-dimethylbenzoyl)oxy)-3-ethyl-2,5,6-trimethylbenzoate COCOC(C1=C(C(=C(C(=C1C)C)OC(C1=C(C(=C(C=C1C)O)C)O)=O)CC)C)=O.FC1=C(C(=C(C(=C1[B-](C1=C(C(=C(C(=C1F)F)F)F)F)(C1=C(C(=C(C(=C1F)F)F)F)F)C1=C(C(=C(C(=C1F)F)F)F)F)F)F)F)F.C(C)[Al](CC)CC